tributyl-(methyl)phosphine dimethyl-phosphate salt COP(=O)(OC)O.C(CCC)P(C)(CCCC)CCCC